C12CCC(CC1)N2C2=NC=C(C(=O)NC=1C(=NC=CC1C1=CC=NN1)N1CC(CC1)(F)F)C=C2 6-(7-azabicyclo[2.2.1]heptan-7-yl)-N-(2-(3,3-difluoropyrrolidin-1-yl)-4-(1H-pyrazol-5-yl)pyridin-3-yl)nicotinamide